2-phenylacetohydrazide C1(=CC=CC=C1)CC(=O)NN